FC(F)(F)C(C(C)(COC(C(F)(F)F)(C(F)(F)F)C(F)(F)F)COC(C(F)(F)F)(C(F)(F)F)C(F)(F)F)OCC trifluoromethyl(ethoxy)-2,2-bis((2,2,2-trifluoro-1,1-bis(trifluoromethyl)ethoxy)methyl)propane